(R)-3-((4-Hydroxy-1-(3-phenylbutanoyl)piperidin-4-yl)methyl)-6-(pyridin-4-yl)pyrimidin-4(3H)-one OC1(CCN(CC1)C(C[C@@H](C)C1=CC=CC=C1)=O)CN1C=NC(=CC1=O)C1=CC=NC=C1